N,N'-(3,6-dimethyleneoct-4-ene-1,8-diyl)bis(piperidine) C=C(CCN1CCCCC1)C=CC(CCN1CCCCC1)=C